(3-(dimethylamino)propyl)triphenylphosphine bromide hydrobromide Br.[Br-].CN(CCCC1=C(C=CC=C1)P(C1=CC=CC=C1)C1=CC=CC=C1)C